C(C)OC([C@H](C)N1C(=NN(C1=O)CC1=CC=C(C=C1)CN1CCOCC1)Br)=O.[N+](=O)([O-])C1=CC(=NC=C1)N1CCOCC1 4-(4-nitropyridin-2-yl)morpholine ethyl-(2S)-2-(3-bromo-1-[[4-(morpholin-4-ylmethyl)phenyl]methyl]-5-oxo-1,2,4-triazol-4-yl)propanoate